((1S,4aS,5R,7aS)-8-oxo-1,4a,5,7a-tetrahydro-1,5-(epoxymethano)cyclopenta[c]pyran-3-yl)methyl 9-oxo-9H-fluorene-4-carboxylate O=C1C2=CC=CC=C2C=2C(=CC=CC12)C(=O)OCC1=C[C@H]2[C@H]3[C@@H](O1)OC([C@@H]2C=C3)=O